BrC1=C(C=CC(=N1)C(C(=O)O)CCC(=O)O)F 2-(6-bromo-5-fluoropyridin-2-yl)pentanedioic acid